3-[cyclopropyl-(difluoro)methyl]-N-(cyclopropylmethyl)-5-(trifluoromethyl)benzamide lithium 4-amino-1-methyl-1H-pyrazolo[4,3-c][1,7]naphthyridine-8-carboxylate NC1=NC=2C=NC(=CC2C2=C1C=NN2C)C(=O)[O-].[Li+].C2(CC2)C(C=2C=C(C(=O)NCC1CC1)C=C(C2)C(F)(F)F)(F)F